3-(2-{[(6S)-4-azaspiro[2.5]octan-6-yl]amino}-5-(trifluoromethyl)pyrimidin-4-yl)-7-[(oxetan-3-yl)methyl]-1H,4H,5H,6H,7H,8H-pyrrolo[2,3-c]azepin-8-one C1CC12NC[C@H](CC2)NC2=NC=C(C(=N2)C2=CNC=1C(N(CCCC12)CC1COC1)=O)C(F)(F)F